C(=O)C=1C=C(C=CC1C)NC(=O)C1CCC(CC1)N1C(C2=CC=CC(=C2C1)C)=O (1s,4s)-N-(3-formyl-4-methylphenyl)-4-(4-methyl-1-oxoisoindolin-2-yl)cyclohexane-1-carboxamide